(S)-2-amino-N,2-diphenylacetamide hydrochloride Cl.N[C@H](C(=O)NC1=CC=CC=C1)C1=CC=CC=C1